11-(2-bromophenyl)-5-methyl-5H-dibenzo[b,e][1,4]diazepine BrC1=C(C=CC=C1)C=1C2=C(N(C3=C(N1)C=CC=C3)C)C=CC=C2